1,3,4-trideoxy-3-methyl-1-({8-methyl-2-[(pyridin-2-yl)methyl]-4,5-dihydro-2H-furo[2,3-g]indazole-7-carbonyl}amino)-D-threo-pentitol C[C@@H]([C@@H](CNC(=O)C1=C(C2=C(CCC3=CN(N=C23)CC2=NC=CC=C2)O1)C)O)CCO